ClC1=CC=2C=3C(=CC(=CC3N(C(N(C2N=C1)C)=O)C1=C(C=C(C=C1F)NCCNC)F)C#N)F 4-chloro-10-(2,6-difluoro-4-{[2-(methylamino)ethyl]amino}phenyl)-15-fluoro-8-methyl-9-oxo-6,8,10-triazatricyclo[9.4.0.02,7]pentadeca-1(11),2(7),3,5,12,14-hexaene-13-carbonitrile